4-phenyl-2-oxo-3-butenoic acid potassium salt [K+].C1(=CC=CC=C1)C=CC(C(=O)[O-])=O